C1(=CC=CC=C1)C(C)NCC1=C(C=C(C(=C1)OC)OC)OC 1-phenyl-N-[(2,4,5-trimethoxyphenyl)methyl]ethylamine